2-imino-imidazolidin-4-one N=C1NCC(N1)=O